C1(CCCCC1)N1C(N(C=2C1=C1C(=NC2)NC(=C1)C=1C=NN(C1)CS(=O)(=O)C)C)=O 1-Cyclohexyl-3-methyl-7-(1-((methylsulfonyl)methyl)-1H-pyrazol-4-yl)-3,6-dihydroimidazo[4,5-d]pyrrolo[2,3-b]pyridin-2(1H)-one